ClC=1C=CC(=C(C1)O)C1=CC=C2C(=N1)N=C(O2)N[C@H]2CN(CCC2)CC(C)O |r| 5-Chloro-2-[2-[[rac-(3R)-1-(2-hydroxypropyl)-3-piperidyl]amino]oxazolo[4,5-b]pyridin-5-yl]-phenol